4-(1-(2-(p-Tolyl)acetyl)-2,3-dihydro-1H-pyrrolo[2,3-c]pyridin-4-yl)benzonitrile C1(=CC=C(C=C1)CC(=O)N1CCC=2C1=CN=CC2C2=CC=C(C#N)C=C2)C